2-amino-1,3-thiazole-4-carbaldehyde NC=1SC=C(N1)C=O